C(C)(C)N1C(=NC(=C1)C(F)(F)F)C1=CC=C(C=C1)C(CC)O (4-(1-isopropyl-4-(trifluoromethyl)-1H-imidazol-2-yl)phenyl)propan-1-ol